ClC1=NC=C(C=N1)C(=O)NC=1C(=NC=CC1C1=C(C=CC=C1)F)C1CCC(CC1)(F)F 2-chloro-N-[2-(4,4-difluorocyclohexyl)-4-(2-fluorophenyl)-3-pyridyl]pyrimidine-5-carboxamide